1-(N-t-butoxycarbonyl-aminomethyl)-4-(aminomethyl)benzene C(C)(C)(C)OC(=O)NCC1=CC=C(C=C1)CN